ClC1=NC=CC(=C1)O[C@@H]1CN(CC1)C1=NC=NC2=C1SC=1N=NC(=C(C12)C)C 8-[(3S)-3-[(2-chloro-4-pyridyl)oxy]pyrrolidin-1-yl]-3,4-dimethyl-pyrimido[4',5':4,5]thieno[2,3-c]pyridazine